1-(3-((4-amino-1-methyl-1H-pyrazol-3-yl)oxy)azetidin-1-yl)ethan-1-one NC=1C(=NN(C1)C)OC1CN(C1)C(C)=O